CNCCCOC=1C=NC=CC1C1=C(C2=NC=CC=C2N1)C1=CC=CC=C1 N-methyl-3-{[4-(3-phenyl-1H-pyrrolo[3,2-b]pyridin-2-yl)pyridin-3-yl]oxy}propan-1-amine